ClC1=CC=C(C=C1)C1=NSC(=N1)C1=CC=C(C=C1)Cl 3,5-bis(4-chlorophenyl)-1,2,4-thiadiazole